3-(2-aminobenzo[d]thiazol-6-yl)-4-methylphenol NC=1SC2=C(N1)C=CC(=C2)C=2C=C(C=CC2C)O